N,N'-di-2-naphthyl-p-phenylene-diamine C1=C(C=CC2=CC=CC=C12)NC1=CC=C(C=C1)NC1=CC2=CC=CC=C2C=C1